(rac)-Methyl cis-2-methylpiperidine-4-carboxylate hydrochloride Cl.C[C@@H]1NCC[C@@H](C1)C(=O)OC |r|